CC(C)(C)P(O)(O)=O methyl-isopropyl-phosphonic acid